7,8-Dihydropteroic acid C(C1=CC=C(NCC=2CNC=3N=C(N)NC(=O)C3N2)C=C1)(=O)O